FC(C(=O)O)(F)F.FC(C(=O)O)(F)F.NC(N)(CC1=CC=CC=C1)C(=O)[C@H](C(=O)N)CC(C)C (R)-2-((R)-2-amino-3-phenylalanyl)-4-methylpentanamide ditrifluoroacetate